OC1CN(CCC1)C1=C(C#N)C=CC=C1 2-(3-hydroxypiperidine-1-yl)benzonitrile